2,7-bis[2-(2,2'-bipyridin-6-yl)-1,3,4-oxadiazol-5-yl]-9,9-dimethylfluorene N1=C(C=CC=C1C=1OC(=NN1)C1=CC=2C(C3=CC(=CC=C3C2C=C1)C1=NN=C(O1)C1=CC=CC(=N1)C1=NC=CC=C1)(C)C)C1=NC=CC=C1